FC1N(C2=CC=CC=C2C12CCCC2)C(C2=CC(=CC=C2)S(=O)(=O)N2CCCCC2)=O fluoro-1'-[3-(piperidine-1-sulfonyl)benzoyl]-1',2'-dihydrospiro[cyclopentane-1,3'-indole]